N1(CCCCC1)C1CCN(CC1)C1CCN(CC1)C1=C(C=NC2=CC=C(C=C12)[S@](=O)C)S(=O)(=O)C1=CC=C(C=C1)OCCCCCCCCCCCC (R)-4-([1,4':1',4''-terpiperidin]-1''-yl)-3-((4-(dodecyloxy)phenyl)sulfonyl)-6-(methylsulfinyl)quinoline